8-chloro-2-(methylsulfanyl)pyrido[3,4-D]Pyrimidine ClC1=NC=CC2=C1N=C(N=C2)SC